4-(5-(5-fluoro-2-methoxypyridin-4-yl)-1H-pyrazole-3-carbonyl)-N-((3R,4S)-4-morpholinotetrahydrofuran-3-yl)-4-azaspiro[2.5]octane-7-carboxamide FC=1C(=CC(=NC1)OC)C1=CC(=NN1)C(=O)N1C2(CC2)CC(CC1)C(=O)N[C@H]1COC[C@H]1N1CCOCC1